2-(hydroxymethyl)-N-(isoquinolin-6-yl)-5-methyl-7-(3-(trifluoromethyl)phenyl)-4,7-dihydropyrazolo[1,5-a]pyrimidine-6-carboxamide OCC1=NN2C(NC(=C(C2C2=CC(=CC=C2)C(F)(F)F)C(=O)NC=2C=C3C=CN=CC3=CC2)C)=C1